COC1=C(C=CC=C1C(F)(F)F)B(O)O (2-methoxy-3-(trifluoromethyl)phenyl)boronic acid